(Z)-1-acetyl-2-((4-(4-acetyl-piperazin-1-yl)-6-(morpholine-4-carbonyl)quinolin-2-yl)methylene)-indolin-3-one C(C)(=O)N1\C(\C(C2=CC=CC=C12)=O)=C/C1=NC2=CC=C(C=C2C(=C1)N1CCN(CC1)C(C)=O)C(=O)N1CCOCC1